phenyl 3,5-bis(α-hydroxyisopropyl)benzoate OC(C)(C)C=1C=C(C(=O)OC2=CC=CC=C2)C=C(C1)C(C)(C)O